COC1=CC(=CC(=C1OC)OC)/C=C/C(=O)OC The molecule is an alkyl cinnamate obtained by the formal condensation of the carboxy group of 3,4,5-trimethoxycinnamic acid with methanol. It is a member of methoxybenzenes and an alkyl cinnamate.